methyl N6-((benzyloxy)carbonyl)-N2-(4-(((benzyloxy)carbonyl)amino)butanoyl)-L-lysinate C(C1=CC=CC=C1)OC(=O)NCCCC[C@H](NC(CCCNC(=O)OCC1=CC=CC=C1)=O)C(=O)OC